C(CCCCCCCCCCCCCCCCCCCCCCCCCCCCC)(=O)OC Methyl triacontanate